6-(1-((4-Bromo-2-(2,6-dioxopiperidin-3-yl)-1,3-dioxoisoindolin-5-yl)methyl)piperidine-4-yl)-2-(4-phenoxyphenyl)nicotinamide BrC1=C2C(N(C(C2=CC=C1CN1CCC(CC1)C1=NC(=C(C(=O)N)C=C1)C1=CC=C(C=C1)OC1=CC=CC=C1)=O)C1C(NC(CC1)=O)=O)=O